NC(C(C)NC(=O)C1=C(OC2=C1C=C(C=C2)OCC2=CC=NN2C)C)=O N-(1-amino-1-oxopropan-2-yl)-2-methyl-5-((1-methyl-1H-pyrazol-5-yl)methoxy)benzofuran-3-carboxamide